C(#N)CC1(CCC(CC1)NS(=O)C(C)(C)C)C(F)(F)F N-((1r,4r)-4-(cyanomethyl)-4-(trifluoromethyl)cyclohexyl)-2-methylpropane-2-sulfinamide